C(=O)(OC(C)(C)C)N1CCC=CC1 N-Boc-1,2,3,6-tetrahydropyridin